6-(CYCLOPENTYL)PYRIDINE-2-BORONIC ACID C1(CCCC1)C1=CC=CC(=N1)B(O)O